C=1C=COC=2C1C1=C3C(C=CC1=CC2)=NC=2C=CC=CC23 INDOLONAPHTHOPYRANE